(R)-5-((1-methylazetidin-2-yl)methoxy)-2-nitropyridine CN1[C@H](CC1)COC=1C=CC(=NC1)[N+](=O)[O-]